tert-butyl-2,6-bis(benzyloxy)-3-(4,5-dioxaborolan-2-yl)pyridine C(C)(C)(C)C1=C(C(=NC(=C1)OCC1=CC=CC=C1)OCC1=CC=CC=C1)C1BOOC1